O\N=C(/C1(CCC1)O)\NC(/C=C/C(=O)OCC)=O ethyl (E)-4-[[(E)-N-hydroxy-C-(1-hydroxycyclobutyl)carbonimidoyl]amino]-4-oxo-but-2-enoate